2-(3,4-Dimethoxyphenyl)-7-(1-ethyl-1,2,3,6-tetrahydropyridin-4-yl)-4H-pyrido[1,2-a]pyrimidin-4-one COC=1C=C(C=CC1OC)C=1N=C2N(C(C1)=O)C=C(C=C2)C=2CCN(CC2)CC